(1H-indol-3-yl)-3,4-dihydro-isoquinoline-1(2H)-carboxamide N1C=C(C2=CC=CC=C12)N1C(C2=CC=CC=C2CC1)C(=O)N